C1(CC1)C1=C(C(=NO1)C1=C(C=CC=C1Cl)Cl)COC1C[C@H]2CC[C@@H](C1)N2C2=NOC(=N2)C=2C(=C(C(=O)O)C=CC2)OC 3-((1R,3r,5S)-(3-((5-cyclopropyl-3-(2,6-dichlorophenyl)isoxazol-4-yl)methoxy)-8-azabicyclo[3.2.1]octan-8-yl)-1,2,4-oxadiazol-5-yl)-2-methoxybenzoic acid